CC(C)(C)OC(=O)N1CC(C1)(C(=O)O)O 1-{[(1,1-dimethylethyl)oxy]carbonyl}-3-hydroxyazetidine-3-carboxylic acid